CC1=CN=C2N1N=C(C=C2)C2=CNC=1N=C(N=CC12)NC=1C=NC(=CC1)N1CCN(CC1)C 5-(3-methylimidazo[1,2-b]pyridazin-6-yl)-N-(6-(4-methylpiperazin-1-yl)pyridin-3-yl)-7H-pyrrolo[2,3-d]pyrimidin-2-amine